C1(CCC1)CN(C(=O)OC)C (((cyclobutylmethyl)(methyl)carbamoyl)oxy)methan